FC1=CC=C(C=C1)P(C1=CC=CC=C1)(C1=CC=CC=C1)=O 4-fluorophenyl-diphenyl-phosphorus oxide